C1=CC=CC=2C=CC34C(C=5C(O3)=CC=3OC=CC3C5)(C5=CC=CC=C5C=C4)C12 Dinaphtho[1,2-d:1',2'-d]benzo[1,2-b:5,4-b']difuran